CN(C1(CCC2(CN(C(N2CC2=NC=CC=C2)=O)C=2C=NC(=NC2)C)CC1)C1=CC=CC=C1)C Cis-8-dimethylamino-3-(2-methyl-pyrimidin-5-yl)-8-phenyl-1-(pyridin-2-yl-methyl)-1,3-diazaspiro[4.5]decan-2-one